N,N,N-trimethyl-ammonium methyl-sulfate COS(=O)(=O)[O-].C[NH+](C)C